N-methyl-pyrazolo[4,3-d]pyrimidine-5-carboxamide CNC(=O)C1=NC=C2C(N1)=CN=N2